3-(2,5-dimethylphenyl)-8-methoxy-2-oxo-1,8-diazaspiro[4.5]dec-3-en-4-yl carbonate C(OC1=C(C(NC12CCN(CC2)OC)=O)C2=C(C=CC(=C2)C)C)([O-])=O